ClC=1C=C2C=CC(=CC2=CC1)OC=1N=NNC1C(=O)OCOC(C(C)C)=O (isobutyryloxy)methyl 4-((6-chloronaphthalen-2-yl)oxy)-1H-1,2,3-triazole-5-carboxylate